2-(4-((4-(6-methyl-1H-indol-3-yl)-3,6-dihydropyridin-1(2H)-yl)methyl)phenoxy)-N-hydroxyacetamide CC1=CC=C2C(=CNC2=C1)C=1CCN(CC1)CC1=CC=C(OCC(=O)NO)C=C1